N(=[N+]=[N-])[C@H]1CN(C[C@@H]1OC(C)C)C(=O)OCC1=CC=CC=C1 Benzyl (3S,4S)-3-azido-4-(propan-2-yloxy)pyrrolidine-1-carboxylate